4-(3-methoxy-4-{[4-(methylsulfanyl)-1,3-benzothiazol-2-yl]oxy}phenyl)butan-2-one COC=1C=C(C=CC1OC=1SC2=C(N1)C(=CC=C2)SC)CCC(C)=O